C[Si](OCCC)(OCCC)CC1=CC=CC=C1 methylbenzyldipropoxysilane